1,3-dimethyl-5-(3-methyl-6-(6-(piperazin-1-yl)pyridin-3-yl)-1H-indol-2-yl)pyridin-2(1H)-one CN1C(C(=CC(=C1)C=1NC2=CC(=CC=C2C1C)C=1C=NC(=CC1)N1CCNCC1)C)=O